N'-hydroxyimidazo[1,2-a]pyridine-6-carboximidamide ON=C(N)C=1C=CC=2N(C1)C=CN2